NC=1C(=C2N(C=C(N=C2)C)C1C#N)C1=C(C(=CC(=C1C)OC)F)C 7-amino-8-(3-fluoro-5-methoxy-2,6-dimethyl-phenyl)-3-methyl-pyrrolo[1,2-a]pyrazine-6-carbonitrile